(3aR,5S,6S,6aR)-6-azido-5-((R)-2,2-dimethyl-1,3-dioxolane-4-yl)-2,2-dimethyltetrahydrofuro[2,3-d][1,3]dioxole N(=[N+]=[N-])[C@H]1[C@H](O[C@@H]2OC(O[C@@H]21)(C)C)[C@@H]2OC(OC2)(C)C